[Hg].[Au] gold-mercury